FC1=C(C=CC(=C1C(=O)C=1C=C2N=C(C=NC2=CC1)N1CCOCC1)F)NC(=O)NC1=CC(=C(C=C1)F)F 1-(2,4-difluoro-3-(3-morpholinoquinoxaline-6-carbonyl)phenyl)-3-(3,4-difluorophenyl)urea